C(C)(C)(C)[S@@](=O)N(C1(COC1)C1=CC=C(C(=O)OCC)C=C1)COCC[Si](C)(C)C |r| 1-(±)-Ethyl 4-[3-[tert-butylsulfinyl(2-trimethylsilylethoxymethyl)amino]oxetan-3-yl]benzoate